(E)-N-(3-(2-(2-chloro-4-(((2-hydroxyethyl)amino)methyl)-5-methylstyryl)-3-cyanopyridin-4-yl)-2-methylphenyl)-5-(((2-hydroxyethyl)amino)methyl)picolinamide ClC1=C(/C=C/C2=NC=CC(=C2C#N)C=2C(=C(C=CC2)NC(C2=NC=C(C=C2)CNCCO)=O)C)C=C(C(=C1)CNCCO)C